(12aR)-12-[(3,4-difluorophenyl)(2-methylsulfanylphenyl)methyl]-3,4,12,12a-tetrahydro-1H-[1,4]oxazino[3,4-c]pyrido[2,1-f][1,2,4]triazine-6,8-dione FC=1C=C(C=CC1F)C(N1N2C(C(N3[C@H]1COCC3)=O)=CC(C=C2)=O)C2=C(C=CC=C2)SC